3-(2,5-Dichloro-4-(1,1,2,3,3,3-hexafluoropropoxy)phenyl)-5-(4-nitrobenzyl)oxazolidine ClC1=C(C=C(C(=C1)OC(C(C(F)(F)F)F)(F)F)Cl)N1COC(C1)CC1=CC=C(C=C1)[N+](=O)[O-]